C(C=1C(C(=O)O)=CC=CC1)(=O)N[C@H](CCC(=O)O)C(=O)O N-phthaloyl-D-glutamic acid